N-[(1R)-1-(4-cyclopropanesulfonamidopyridin-2-yl)-2-methoxyethyl]-5-(6-ethoxypyrazin-2-yl)-1,3-thiazole-2-carboxamide C1(CC1)S(=O)(=O)NC1=CC(=NC=C1)[C@H](COC)NC(=O)C=1SC(=CN1)C1=NC(=CN=C1)OCC